C(C)(C)N1OC(C2C1C(CC(C2)(C)C=2C=C(C#N)C=CC2)C)(C)C 3-(1-Isopropyl-3,3,5,7-tetramethyloctahydrobenzo[c]isoxazol-5-yl)benzonitril